C(C)(C)(C)C1=CC=C(C=C1)C=1C=2N(C3=CC=C(C=C3N1)N)C=CN2 4-(4-{tert-butyl}phenyl)imidazo[1,2-a]quinoxalin-7-amine